nonadec-5-ene CCCCC=CCCCCCCCCCCCCC